C(OCC1=CC=C(C=C1)NC([C@@H](NC([C@@H](NC(CCOCCOCCOCCOCCNC(CCN1C(C=CC1=O)=O)=O)=O)C)=O)C)=O)(OC1=CC=C(C=C1)[N+](=O)[O-])=O 4-((2S,5S)-25-(2,5-dioxo-2,5-dihydro-1H-pyrrol-1-yl)-2,5-dimethyl-4,7,23-trioxo-10,13,16,19-tetraoxa-3,6,22-triazapentacosanamido)benzyl (4-nitrophenyl) carbonate